N-[(1S,2S)-2-Hydroxycyclohexyl]4-[4-(3-pyridyl)-benzyl]-pyrrolo[1,2-b]pyridazine-2-carboxamide O[C@@H]1[C@H](CCCC1)NC(=O)C=1C=C(C=2N(N1)C=CC2)CC2=CC=C(C=C2)C=2C=NC=CC2